[Na+].[Si](C)(C)(C(C)(C)C)OCC1=CC(=NN1C)CS(=O)[O-].[Na+].[Si](C)(C)(C(C)(C)C)OCC1=CC(=NN1C)CS(=O)[O-] sodium (5-(((tert-butyldimethylsilyl)oxy)methyl)-1-methyl-1H-pyrazol-3-yl)methanesulfinic acid sodium salt